(R)-((6-(2-Amino-1H-benzo[d]imidazol-1-yl)-4-(3-methylmorpholino)pyridin-2-yl)imino)dimethyl-λ6-sulfanone NC1=NC2=C(N1C1=CC(=CC(=N1)N=S(=O)(C)C)N1[C@@H](COCC1)C)C=CC=C2